FC1=NC(=CC=C1N1CCN(CC1)CC=1C=CC=2C3=C(C(NC2C1Cl)=O)OC=C3)C(NC)=O 7-((4-(2-fluoro-6-(methylcarbamoyl)pyridin-3-yl)piperazin-1-yl)methyl)-6-chlorofuro[2,3-c]quinolin-4(5H)-one